O1CCOC12C(CN(CC2)C(=O)OC)C(=O)OC dimethyl 1,4-dioxa-8-azaspiro[4.5]decane-6,8-dicarboxylate